(R)-5-(4-cyclopropyl-6-methoxypyrimidin-5-yl)-N-(1-(4-(1-isopropyl-4-(trifluoromethyl)-1H-imidazol-2-yl)phenyl)ethyl)-2-methyl-2H-pyrazolo[4,3-d]pyrimidin-7-amine C1(CC1)C1=NC=NC(=C1C=1N=C(C=2C(N1)=CN(N2)C)N[C@H](C)C2=CC=C(C=C2)C=2N(C=C(N2)C(F)(F)F)C(C)C)OC